2-Fluoro-N'-(3-methyl-2-oxo-pyrrolidine-3-carbonyl)pyridine-3-carbohydrazide FC1=NC=CC=C1C(=O)NNC(=O)C1(C(NCC1)=O)C